2-[4-(N-cyclobutyl-4-propan-2-ylanilino)phenoxy]pyrido[3,4-d]pyrimidin-4-ol C1(CCC1)N(C1=CC=C(C=C1)C(C)C)C1=CC=C(OC=2N=C(C3=C(N2)C=NC=C3)O)C=C1